BrC1=CNC=2C1=NC(=C(C2)C)C(=O)OC methyl 3-bromo-6-methyl-1H-pyrrolo[3,2-b]pyridine-5-carboxylate